1-butyl-3-(2,2-bis(1H-indol-3-yl)ethyl)thiourea C(CCC)NC(=S)NCC(C1=CNC2=CC=CC=C12)C1=CNC2=CC=CC=C12